4-(2-hydroxy-7-phenylnaphthalen-1-yl)-3-(5-methylpyridin-2-yl)-1H-isochromen-1-one OC1=C(C2=CC(=CC=C2C=C1)C1=CC=CC=C1)C1=C(OC(C2=CC=CC=C12)=O)C1=NC=C(C=C1)C